4,7-dichloro-1-phenylquinolin-2(1H)-one ClC1=CC(N(C2=CC(=CC=C12)Cl)C1=CC=CC=C1)=O